NC1CC(C1)C(=O)NCC=1SC(=CC1)C(CSC1=NC(=NC2=CC=C(C=C12)OC)C)=O (1S,3S)-3-amino-N-((5-(2-((6-methoxy-2-methylquinazolin-4-yl)thio)acetyl)thiophen-2-yl)methyl)cyclobutane-1-carboxamide